1-(tert-butyl)-4-((1S,2S)-2-(4,4,5,5-tetramethyl-1,3,2-dioxaborolan-2-yl)cyclopropyl)-1H-pyrazole C(C)(C)(C)N1N=CC(=C1)[C@@H]1[C@H](C1)B1OC(C(O1)(C)C)(C)C